N=1C=CN2C1C=CC(=C2)C=2OC1=C(C=C(C=C1C(C2)=O)C)C(C)NC2=C(C(=O)O)C=CC=C2 2-[1-(2-Imidazo[1,2-a]pyridin-6-yl-6-methyl-4-oxo-chromen-8-yl)ethylamino]benzoic acid